4-(5-cyclopropyl-1,2,4-oxadiazol-3-yl)-4-ethyl-N-{2-fluoro-6-[4-(propan-2-yl)piperazin-1-yl]phenyl}piperidine-1-carboxamide C1(CC1)C1=NC(=NO1)C1(CCN(CC1)C(=O)NC1=C(C=CC=C1N1CCN(CC1)C(C)C)F)CC